2-chloro-8-(1,1-dioxothiomorpholino)-7,8-dihydro-1,6-naphthyridine-6(5H)-carboxylate ClC1=NC=2C(CN(CC2C=C1)C(=O)[O-])N1CCS(CC1)(=O)=O